propyl 2-(diethylamino)ethyl(5-((5-fluoro-2-oxoindolin-3-ylidene)methyl)-2,4-dimethyl-1H-pyrrole-3-carbonyl)carbamate C(C)N(CCN(C(OCCC)=O)C(=O)C1=C(NC(=C1C)C=C1C(NC2=CC=C(C=C12)F)=O)C)CC